trans-1-(BOC-amino)-4-(2-hydroxyethyl)cyclohexane 5-acetoxypentanoate C(C)(=O)OCCCCC(=O)O.C(=O)(OC(C)(C)C)N[C@@H]1CC[C@H](CC1)CCO